(S)-5-methoxy-N-(piperidin-4-ylmethyl)-N-propyl-1,2,3,4-tetrahydronaphthalene-2-amine COC1=C2CC[C@@H](CC2=CC=C1)N(CCC)CC1CCNCC1